rac-(3aR,5R,7S,7aR)-5-(2,5-difluorophenyl)-1,3,3,5,7-pentamethyl-octahydrobenzo[c]isoxazole FC1=C(C=C(C=C1)F)[C@]1(C[C@@H]2[C@H](N(OC2(C)C)C)[C@H](C1)C)C |r|